1-Methyl-6-(trifluoromethyl)-1,3-dihydro-2H-benzo[d]imidazol-2-one CN1C(NC2=C1C=C(C=C2)C(F)(F)F)=O